2-((6-pentanamidohexyl)oxy)tetrahydro-2H-pyran-2-carboxylic acid C(CCCC)(=O)NCCCCCCOC1(OCCCC1)C(=O)O